C(C)OC(=O)C=1C(N(C2=NC=CC(=C2C1O)Br)CCN1CCC(CC1)F)=O Ethyl-bromo-4-hydroxy-2-oxo-1-(2-(4-fluoropiperidin-1-yl) ethyl)-1,2-dihydro-1,8-naphthyridine-3-carboxylate